1,4-phenylenediacetonitrile C1(=CC=C(C=C1)CC#N)CC#N